1,5-diazabicyclo[4.3.0]nona-5-ene N12CCCN=C2CCC1